dihydroxyethyl-ethylenebis-stearamide OC(CC(C(=O)N)CCCCCCCCCCCCCCCCCCCCCCCCCCCCCCCCCCCC(=O)N)O